C12CC(CC(CCC1)N2)N(C=2SC1=NC=CC=C1N2)C 2-[(3-exo)-9-azabicyclo[3.3.1]non-3-yl(methyl)amino][1,3]thiazolo[5,4-b]pyridin